ClC=1C(=NC=C(C1)OC1=NC=C(C=C1)F)C#N 3-chloro-5-((5-fluoropyridin-2-yl)oxy)pyridinecarbonitrile